CC1=CC=C(C=C1)S(=O)(=O)O toluene-4-sulfonic acid